FC=1C=C2C(=CNC2=CC1)C(=O)N1C[C@H](N([C@@H](C1)C)C(C1=C(C=C(C=C1)OC)F)=O)C (5-fluoro-1H-indol-3-yl)((3R,5R)-4-(2-fluoro-4-methoxybenzoyl)-3,5-dimethylpiperazin-1-yl)methanone